ClC=1C=C(C=NC1OC(F)F)NC(=O)NC1=C(C=2N(N=C1)C=C(N2)Cl)C(C)C N-(5-chloro-6-(difluoromethoxy)pyridin-3-yl)-N'-(2-chloro-8-(propan-2-yl)imidazo[1,2-b]pyridazine-7-yl)urea